OC(CCN1N=C2C=C(C(=CC2=C1)NC(=O)C1=NC(=CC=C1)C(F)(F)F)C(=O)OC)(C)C methyl 2-(3-hydroxy-3-methylbutyl)-5-({[6-(trifluoromethyl) pyridin-2-yl] carbonyl} amino)-2H-indazole-6-carboxylate